methyl 2-[2-(4-chloro-2-fluorophenyl) acetyl]-5-fluoro-3-nitrobenzoate ClC1=CC(=C(C=C1)CC(=O)C1=C(C(=O)OC)C=C(C=C1[N+](=O)[O-])F)F